BrC1=C(SC(=C1)C1=CC=C(C=C1)C1CCN(CC1)C1CCOCC1)C(=O)N1C[C@H](CC1)NC(OC(C)(C)C)=O tert-butyl (S)-(1-(3-bromo-5-(4-(1-(tetrahydro-2H-pyran-4-yl)piperidin-4-yl)phenyl)thiophene-2-carbonyl)pyrrolidin-3-yl)carbamate